NC1=CC=C(C(C(=O)NC2=CC=CC=C2)(O)C2=CC=C(C=C2)N)C=C1 4,4'-diaminobenzilanilide